4-(4-bromo-1H-benzoimidazol-2-yl)butan-1-ol BrC1=CC=CC=2NC(=NC21)CCCCO